C[Si](CCOC(NCC=1C=C2C=CN=C(C2=CC1)N)=O)(C)C N-[(1-amino-6-isoquinolinyl)methyl]carbamic acid 2-trimethylsilylethyl ester